O1CC(CC1)S(=O)(=O)N1CCC1 1-((tetrahydrofuran-3-yl)sulfonyl)azetidin